[Ru+2].IC1=C(C=CC=C1)I diiodo(benzene) ruthenium (II)